N-((S)-1,1-dicyclopropyl-3-((4-((S)-1-(6,6-difluoro-2-azaspiro[3.3]heptan-2-yl)-1-oxopropan-2-yl)-2-fluorophenyl)amino)-3-oxopropan-2-yl)-1-isopropyl-1H-pyrazole-5-carboxamide C1(CC1)C([C@@H](C(=O)NC1=C(C=C(C=C1)[C@@H](C(=O)N1CC2(C1)CC(C2)(F)F)C)F)NC(=O)C2=CC=NN2C(C)C)C2CC2